(R)-N-((R)-(3-chloro-2,4-difluorophenyl)(cis-3-(trifluoromethyl)cyclobutyl)methyl)-2-methylpropane-2-sulfinamide ClC=1C(=C(C=CC1F)[C@H](N[S@](=O)C(C)(C)C)[C@@H]1C[C@@H](C1)C(F)(F)F)F